heptadecan-9-yl 8-((2-Hydroxy-6-(1-methyl-1H-imidazole-5-carboxamido)hexyl)(6-oxo-6-(undecyloxy)hexyl)amino)octanoate OC(CN(CCCCCCCC(=O)OC(CCCCCCCC)CCCCCCCC)CCCCCC(OCCCCCCCCCCC)=O)CCCCNC(=O)C1=CN=CN1C